C(=O)(O)C1=C(C=C(C=C1)NC(NC1=CC=C(OC2=CC(=NC=N2)NC(=O)C2CC2)C=C1)=O)C(F)(F)F N-(6-(4-(3-(4-carboxy-3-(trifluoromethyl)phenyl)ureido)phenoxy)pyrimidin-4-yl)cyclopropanecarboxamide